Methyl-N-[(E,1S)-6-(dimethylamino)-1-[[1-[(6-fluoro-7-isobutyl-1H-pyrrolo[3,2-b]pyridin-2-yl)methyl]-6-methyl-2-oxo-3-pyridyl]carbamoyl]-6-oxo-hex-4-enyl]carbamat COC(N[C@@H](CC\C=C\C(=O)N(C)C)C(NC=1C(N(C(=CC1)C)CC1=CC2=NC=C(C(=C2N1)CC(C)C)F)=O)=O)=O